C1(CC1)N1CCN(CC1)C1CCN(CC1)C1=C(C=C(C(=C1)OC)NC1=NC=NC(=C1)N1OCC[C@@H]1C=1C=C(C=CC1)C1=CC(=CC(=C1)F)F)NC(C=C)=O (R)-N-(2-(4-(4-cyclopropylpiperazin-1-yl)piperidin-1-yl)-5-((6-(3-(3',5'-difluoro-[1,1'-biphenyl]-3-yl)isoxazolidin-2-yl)pyrimidin-4-yl)-amino)-4-methoxy-phenyl)acrylamide